ClC1=C2CCC(C2=CC=C1)(CC(=O)OC)CCCC(=O)OC Methyl 4-(4-chloro-1-(2-methoxy-2-oxoethyl)-2,3-dihydro-1H-inden-1-yl)butanoate